methyl 4-((1R)-1-((2-(2,6-dioxopiperidin-3-yl)-1,3-dioxoisoindolin-4-yl)amino)ethyl)benzoate O=C1NC(CCC1N1C(C2=CC=CC(=C2C1=O)N[C@H](C)C1=CC=C(C(=O)OC)C=C1)=O)=O